C(C)(C)N1N=C(N=C1C1[C@H]2CC(C[C@@H]12)N1CCOCCC1)C=1C=NC=C(C1)C(F)(F)F 4-((1R,3S,5S,6R)-6-(1-isopropyl-3-(5-(trifluoromethyl)pyridin-3-yl)-1H-1,2,4-triazol-5-yl)bicyclo[3.1.0]hexane-3-yl)-1,4-oxaazepan